ethyl-2-[[4-[[(4-carboxyphenyl)methyl]amino]-6-(4-methyl-1-piperazinyl)-2-pyrimidinyl]amino]-4-methyl-5-thiazolecarboxylic acid, monohydrochloride Cl.C(C)S1C(=NC(=C1C(=O)O)C)NC1=NC(=CC(=N1)NCC1=CC=C(C=C1)C(=O)O)N1CCN(CC1)C